BrC=1C=C(C(=NC1)N)N1CCOCC1 5-bromo-3-morpholinopyridin-2-amine